2-(butyldimethyl ammonio)ethyl methacrylate C(C(=C)C)(=O)OCC[N+](C)(C)CCCC